(2S)-N-(2-(2,6-dioxopiperidin-3-yl)-1-oxoisoindolin-5-yl)-2-(methoxymethyl)-4-(trifluoromethyl)indoline-1-carboxamide O=C1NC(CCC1N1C(C2=CC=C(C=C2C1)NC(=O)N1[C@@H](CC2=C(C=CC=C12)C(F)(F)F)COC)=O)=O